O=C1N(CCC(N1)=O)C1=NN(C2=CC(=CC=C12)N1CC2(CN(C2)C(=O)OC(C)(C)C)C1)C tert-Butyl 6-(3-(2,4-dioxotetrahydropyrimidin-1(2H)-yl)-1-methyl-1H-indazol-6-yl)-2,6-diazaspiro[3.3]heptane-2-carboxylate